COC(CC1=C(C(=O)O)C=CC=C1)=O (2-methoxy-2-oxoethyl)benzoic acid